C(C)(=O)OCCCCCCCC\C=C\C=C E-9,11-dodecadienyl acetate